CSC=1N=C2N(N1)C(CC2)C2=CC=CC=C2 2-methylsulfanyl-5-phenyl-6,7-dihydro-5H-pyrrolo[1,2-b][1,2,4]triazole